C1=CC=CC=2C3=CC=CC=C3C(C12)N([C@H](C(=O)O)COC)C(=O)OC (2S)-2-(9H-fluoren-9-yl-methoxycarbonylamino)-3-methoxypropanoic acid